C(=O)(O)CN1CCN(CCN(CCN(CC1)CC(=O)O)CC(=O)O)CC1=[N+](C2=CC=CC=C2C=C1)[O-] 2-((4,7,10-tris(carboxymethyl)-1,4,7,10-tetraazacyclododecane-1-yl)methyl)quinoline 1-oxide